C(C)(C)(C)C1N(CC2(C3=CC(=CC=C13)Br)CC2)C(=O)O.OC2=C(N=C(C1=CC(=CC=C21)OC2=CC(=CC=C2)[N+](=O)[O-])OC)C(=O)NCC(=O)O (4-hydroxy-1-methoxy-7-(3-nitrophenoxy)isoquinoline-3-carbonyl)glycine tert-butyl-6'-bromo-1'H-spiro[cyclopropane-1,4'-isoquinoline]-2'(3'H)-carboxylate